((1-aminocyclopropane-1-carbonyl)oxy)methyl-(1R,5S)-1-(naphthalen-2-yl)-3-azabicyclo[3.1.0]hexane NC1(CC1)C(=O)OCC1[C@@]2(C[C@@H]2CN1)C1=CC2=CC=CC=C2C=C1